C(C1=CC=CC=C1)[N+](=C(C)C=CC1=C(CCCC1(C)C)C)[O-] N-benzyl-4-(2,6,6-trimethylcyclohex-1-en-1-yl)but-3-en-2-imine oxide